tert-butyl 3-[2-[2-[2-[2-[3-(2,5-dioxopyrrol-1-yl)propanoylamino]ethoxy]ethoxy]ethoxy]ethoxy]propanoate O=C1N(C(C=C1)=O)CCC(=O)NCCOCCOCCOCCOCCC(=O)OC(C)(C)C